(4R,5R)-N-((S)-1-cyanoethyl)-7-ethyl-4-(4-fluorophenyl)-6-oxo-1-phenyl-5-(3-(trifluoromethyl)benzamido)-4,5,6,7-tetrahydro-1H-pyrazolo[3,4-b]pyridine-3-carboxamide C(#N)[C@H](C)NC(=O)C1=NN(C=2N(C([C@@H]([C@@H](C21)C2=CC=C(C=C2)F)NC(C2=CC(=CC=C2)C(F)(F)F)=O)=O)CC)C2=CC=CC=C2